COC(C1CCN(CC1)C1=CC=C(C=C1)[C@H]1[C@H]([C@H](CC2=CC(=CC=C12)OC)C)C1=CC=CC=C1)OC 4-(dimethoxymethyl)-1-(4-((1R,2S,3S)-6-methoxy-3-methyl-2-phenyl-1,2,3,4-tetrahydronaphthalen-1-yl)phenyl)piperidine